ruthenium carbon [1,4]Oxaazepane O1CCNCCC1.[C].[Ru]